BrN[C@@H](CCCC)C(=O)O Bromonorleucine